(R)-3-methyl-4-(4-(2-methylpyridin-3-yl)-7-(1H-pyrazol-5-yl)imidazo[1,5-b]pyridazin-2-yl)morpholine C[C@H]1N(CCOC1)C=1C=C(C=2N(N1)C(=NC2)C2=CC=NN2)C=2C(=NC=CC2)C